C(C)(C)(C)C=1C=C(C=C(C1O)C(C)(C)C)C(CCNC(CC)=O)CCCNC(CCC1=CC(=C(C(=C1)C(C)(C)C)O)C(C)(C)C)=O 3,3'-Bis(3,5-di-tert-butyl-4-hydroxyphenyl)-N,N'-hexamethylendipropionamid